2-hydroxy-N,N,N-trimethyl-ethyl-ammonium chloride [Cl-].OCC[N+](C)(C)C